2-((tert-butoxycarbonyl(cyclopropyl)amino)ethyl)-2-(4-(6-((4-cyano-2-fluorobenzyl)oxy)pyridin-2-yl)-2,5-difluorobenzyl)-1H-benzo[d]imidazole-6-carboxylic acid C(C)(C)(C)OC(=O)N(C1CC1)CCC1(NC2=C(N1)C=C(C=C2)C(=O)O)CC2=C(C=C(C(=C2)F)C2=NC(=CC=C2)OCC2=C(C=C(C=C2)C#N)F)F